aluminamethyl 5-cyano-4-oxo-1-[4-(trifluoromethoxy)phenyl]cinnoline-3-carboxylate C(#N)C1=C2C(C(=NN(C2=CC=C1)C1=CC=C(C=C1)OC(F)(F)F)C(=O)O[AlH2])=O